C(C)(C)(C)OC(=O)ON1C(C=2C(C1=O)=CC=CC2)=O N-(tert-butoxycarbonyl-oxy)phthalimide